ClC1=CC=CC=2C(N=C3N(C12)C1=CC(=CC=C1C31CCCCC1)C1CCN(CC1)C(=O)C1CCC(CC1)C#C)=O chloro-10'-(1-((1r,4r)-4-ethynylcyclohexane-1-carbonyl)piperidin-4-yl)-5'H-spiro[cyclohexane-1,7'-indolo[1,2-a]quinazolin]-5'-one